perfluoroundecoyl chloride FC(C(=O)Cl)(C(C(C(C(C(C(C(C(C(F)(F)F)(F)F)(F)F)(F)F)(F)F)(F)F)(F)F)(F)F)(F)F)F